C1[C@@H](O1)C(F)(F)F R-(+)-2-trifluoromethyloxirane